(2-ethylhexyl)-tellurophene C(C)C(CC=1[Te]C=CC1)CCCC